N=1C=CN2C1N=CC(=C2)C=2C=CN1N=C(N=CC12)NCCC(F)(F)F 5-(Imidazo[1,2-a]pyrimidin-6-yl)-N-(3,3,3-trifluoropropyl)pyrrolo[2,1-f][1,2,4]triazin-2-amine